BrC1=CC(=C(C=C1)C(=O)C1=C(C=CC=C1)C(OCC)OCC)F (4-bromo-2-fluorophenyl)[2-(diethoxymethyl)phenyl]methanone